ClC=1SC(=C(N1)Cl)C#N 2,4-dichloro-5-cyanothiazole